2-(6-bromo-5-fluoro-1,2-benzoxazol-3-yl)acetic acid BrC1=CC2=C(C(=NO2)CC(=O)O)C=C1F